FC1=C(C(=CC(=C1)OC)F)[C@H]1[C@@H](C(NC1)=O)NC=1OC(=NN1)C=1C=NC(=CC1)C(F)(F)F (3S,4R)-4-(2,6-difluoro-4-methoxyphenyl)-3-({5-[6-(trifluoromethyl)pyridin-3-yl]-1,3,4-oxadiazol-2-yl}amino)pyrrolidin-2-one